C(C)(C)(C)N(C(O)=O)CC1=CC(=CC=C1)OC1CNCC(C1)C1=CC=CC=C1.IC1=C2C=CC=NC2=C(C=C1)NC(CCC=C)=O N-(5-iodoquinolin-8-yl)pent-4-enamide tert-butyl-(3-((5-phenylpiperidin-3-yl)oxy)benzyl)carbamate